3-(4-methoxyphenyl)-2-buten-1-aldoxime COC1=CC=C(C=C1)C(=CC=NO)C